CC=1C(=NC2=CC=CN=C2C1)N 3-Methyl-1,5-naphthyridin-2-amine